C(CCC)NC1=CC=C(C=C1)NC(C)CC N-butyl-N'-sec-butyl-p-phenylenediamine